ClC=1C=CC(=C(C1)N1CCN(CC1)CC=1C=C2C(N(C(C2=CC1)=O)N1C(NC(CC1)=O)=O)=O)C 5-((4-(5-chloro-2-methylphenyl)piperazin-1-yl)methyl)-2-(2,4-dioxotetrahydropyrimidin-1(2H)-yl)isoindoline-1,3-dione